OC=1C=CC=2C3=C(C=4C=CC=CC4C(C13)=O)C=CC2 6-hydroxybenz[de]anthracene-7-one